1-morpholino-2-(piperazin-1-yl)ethanone Methyl-5,6,7,8-Tetrahydroindolizine-2-carboxylate COC(=O)C=1C=C2CCCCN2C1.O1CCN(CC1)C(CN1CCNCC1)=O